tert-butyl 5-(2-(2,3-dichloro-4-(2-methylenebutanoyl)-phenoxy)acetamido)-1H-indazole-1-carboxylate ClC1=C(OCC(=O)NC=2C=C3C=NN(C3=CC2)C(=O)OC(C)(C)C)C=CC(=C1Cl)C(C(CC)=C)=O